5-(methylamino)-3-[(6-methyl-5,7-dihydropyrrolo[3,4-b]pyridin-3-yl)amino]-6-(3-methylimidazo[4,5-c]pyridin-7-yl)pyrazine-2-carboxamide CNC=1N=C(C(=NC1C=1C2=C(C=NC1)N(C=N2)C)C(=O)N)NC=2C=C1C(=NC2)CN(C1)C